bis-(3-methylphenyl)-1,1-biphenyl-4,4'-diamine CC=1C=C(C=CC1)C=1C(=C(C=CC1N)C1=CC=C(C=C1)N)C1=CC(=CC=C1)C